[4-[4-[[3-(2,3-difluoro-4-methoxy-phenyl)imidazo[1,2-a]pyrazin-8-yl]amino]-2-ethyl-phenyl]sulfonylpiperazin-1-yl]-[(2s,4r)-4-hydroxypyrrolidin-2-yl]methanone FC1=C(C=CC(=C1F)OC)C1=CN=C2N1C=CN=C2NC2=CC(=C(C=C2)S(=O)(=O)N2CCN(CC2)C(=O)[C@H]2NC[C@@H](C2)O)CC